ethyl (2s,3s)-2-azido-3-cyclopropyl-3-hydroxypropanoate N(=[N+]=[N-])[C@H](C(=O)OCC)[C@@H](O)C1CC1